ClC1=C(C=C(C=C1)S(=O)(=O)NC=1C(=NC=C(C1)C)OC1=CC=C(C(=O)O)C=C1)C(F)(F)F 4-({3-[4-chloro-3-(trifluoromethyl)benzenesulfonamido]-5-methylpyridin-2-yl}oxy)benzoic acid